(5R)-tert-Butyl 8-hydroxy-5-methyl-7,8-dihydro-1,6-naphthyridine-6(5H)-carboxylate OC1CN([C@@H](C=2C=CC=NC12)C)C(=O)OC(C)(C)C